9-(4-(fluoro(1-(3-fluoropropyl)azetidin-3-yl)methyl)phenyl)-8-(2-fluoro-4-methylphenyl)-6,7-dihydro-5H-benzo[7]annulene-3-carboxylic acid FC(C1=CC=C(C=C1)C1=C(CCCC2=C1C=CC(=C2)C(=O)O)C2=C(C=C(C=C2)C)F)C2CN(C2)CCCF